(S)-(7-(3,4-dimethoxyphenyl)pyrazolo[1,5-a]pyrimidin-2-yl)(3-methyl-4-(5-methylfuran-2-carbonyl)piperazin-1-yl)methanone COC=1C=C(C=CC1OC)C1=CC=NC=2N1N=C(C2)C(=O)N2C[C@@H](N(CC2)C(=O)C=2OC(=CC2)C)C